ethyl 3-(3-(2-(5-(5-((4-bromo-6-fluoro-1H-indol-5-yl)methyl)-2-fluorophenyl)-1-methyl-1H-1,2,4-triazol-3-yl)-7-((2-hydroxyethyl)sulfonyl)-6,6-dimethylheptan-2-yl)phenyl)propanoate BrC1=C2C=CNC2=CC(=C1CC=1C=CC(=C(C1)C1=NC(=NN1C)C(C)(CCCC(CS(=O)(=O)CCO)(C)C)C=1C=C(C=CC1)CCC(=O)OCC)F)F